C(C)(=O)N1CC(C1)C1=NN=C(S1)NC(=O)C=1C=NC(=CC1C1=CC(=NC=C1OC)Cl)C N-(5-(1-acetylazetidin-3-yl)-1,3,4-thiadiazol-2-yl)-2'-chloro-5'-methoxy-6-methyl-(4,4'-bipyridine)-3-carboxamide